BrC=1C=CC(=NC1)NC(C(CCC)(F)C=1C=NC=C(C1)Br)=O 2-(5-Bromo-pyridin-3-yl)2-Fluoro-pentanoic Acid (5-bromo-pyridin-2-yl)-amide